tert-butyl (4-(2,5-difluorophenyl)-6-(5,5-difluorotetrahydro-2H-pyran-2-yl)pyrimidin-5-yl)carbamate FC1=C(C=C(C=C1)F)C1=NC=NC(=C1NC(OC(C)(C)C)=O)C1OCC(CC1)(F)F